octylAlcohol C(CCCCCCC)O